C12(CC(C1)C2)NC(O[C@H]2C[C@H](CC2)C2=NN(C(=C2)NC(=O)OCC2=CC=CC=C2)C(C)(C)C)=O (1R,3S)-3-(5-(((benzyloxy)carbonyl)amino)-1-(tert-butyl)-1H-pyrazol-3-yl)cyclopentyl bicyclo[1.1.1]pentan-1-ylcarbamate